1-((3s,4r)-4-(3,4-difluorophenyl)-1-(2-methoxyethyl)pyrrolidin-3-yl)-3-(4-fluoro-1-methyl-3-phenyl-1H-pyrazol-5-yl)urea FC=1C=C(C=CC1F)[C@H]1[C@@H](CN(C1)CCOC)NC(=O)NC1=C(C(=NN1C)C1=CC=CC=C1)F